C(C)C1(CCN(CC1)C=1C=C2C(=CC=NC2=CC1)C(=O)OC(C)(C)C)O tert-Butyl 6-(4-ethyl-4-hydroxypiperidin-1-yl)quinoline-4-carboxylate